N-(phenylethynyl)-N-(p-tolyl)p-toluenesulfonamide C1(=CC=CC=C1)C#CN(S(=O)(=O)C1=CC=C(C)C=C1)C1=CC=C(C=C1)C